C[C@H]1CCC(C2C1=CCC(=C2)C)C(C)C Cadina-1(2),4-diene